5,5-difluoro-4-hydroxy-3-(trifluoromethyl)-5,6-dihydrocyclopenta[b]pyrrole FC1(C(=C2C(=NC=C2C(F)(F)F)C1)O)F